1-(benzo[d][1,3]dioxol-6-yl)-2,2,2-trifluoroethanone O1COC2=C1C=C(C=C2)C(C(F)(F)F)=O